BrC1=NN(C=C1C#N)COCC[Si](C)(C)C 3-bromo-1-(2-trimethylsilylethoxymethyl)pyrazole-4-carbonitrile